FC(C1=NC=C(C=N1)C=1N=CC2=C(N1)NC=C2)(F)F [2-(trifluoromethyl)pyrimidin-5-yl]-7H-pyrrolo[2,3-d]pyrimidin